C(C=C)OC1=CC(=CC2=C1OC(O2)(C2=CC=CC=C2)C2=CC=CC=C2)C(=O)O 7-(allyloxy)-2,2-diphenylbenzo[d][1,3]dioxol-5-carboxylic acid